Cl.Cl.O1CCN(CC1)CCOC1=CC=2CC3=CC(=CC=C3C2C=C1)OCCN1CCOCC1 2,7-bis-(morpholino-ethoxy)-fluoren dihydrochloride